ClC1=CC=CC=2N(C(NC21)=O)C2CC2 4-CHLORO-1-CYCLOPROPYL-1H-BENZO[D]IMIDAZOLE-2(3H)-ONE